C(C)(C)N1N=C2C(=NN(C(C2=C1)=O)CC(=O)NC1CC(C1)(C)O)C(C)C 2-(2,7-Diisopropyl-4-oxo-2,4-dihydro-5H-pyrazolo[3,4-d]pyridazin-5-yl)-N-((cis)-3-hydroxy-3-methylcyclobutyl)acetamide